(4-(naphtho[1',2':4,5]imidazo[1,2-a]pyridin-5-yl)phenyl)boronic acid C1=CC=CC=2C(=CC3=C(N=C4N3C=CC=C4)C12)C1=CC=C(C=C1)B(O)O